6-[(2S)-2-aminobutyl]-2-chloro-5-fluoro-N-[(1,3-thiazol-2-yl)methyl]-7H-pyrrolo[2,3-d]pyrimidin-4-amine hydrochloride Cl.N[C@H](CC1=C(C2=C(N=C(N=C2NCC=2SC=CN2)Cl)N1)F)CC